O[C@@H](CC(=O)[O-])C.[Mg+2].O[C@@H](CC(=O)[O-])C magnesium (R)-3-hydroxybutyrate